3-[5-[4-[5-[4-[(1R,2S)-6-hydroxy-2-phenyl-tetralin-1-yl]phenoxy]pentyl]piperazin-1-yl]-7-methoxy-1-oxo-isoindolin-2-yl]piperidine-2,6-dione OC=1C=C2CC[C@@H]([C@@H](C2=CC1)C1=CC=C(OCCCCCN2CCN(CC2)C=2C=C3CN(C(C3=C(C2)OC)=O)C2C(NC(CC2)=O)=O)C=C1)C1=CC=CC=C1